ClC1=NN2C(N=CC3=C2[C@@](CN3C(=O)NC3=CC(=NS3)C(F)F)(C(F)(F)F)C)=C1 (R)-2-chloro-N-(3-(difluoromethyl)isothiazol-5-yl)-8-methyl-8-(trifluoromethyl)-7,8-dihydro-6H-pyrazolo[1,5-a]pyrrolo[2,3-e]pyrimidine-6-carboxamide